[1-(dicyclohexylmethyl)-2-[[6-[3,5-dimethyl-1-(2-trimethylsilylethoxymethyl)pyrazol-4-yl]-5-fluoro-3-pyridinyl]amino]-2-oxo-ethyl]-2-ethyl-pyrazole-3-carboxamide C1(CCCCC1)C(C(C(=O)NC=1C=NC(=C(C1)F)C=1C(=NN(C1C)COCC[Si](C)(C)C)C)C1=C(N(N=C1)CC)C(=O)N)C1CCCCC1